(R)-1-(8-(5-(((5-fluoro-2,3-dihydrobenzofuran-4-yl)methyl)amino)-[1,2,4]triazolo[4,3-c]pyrimidin-8-yl)-[1,2,4]triazolo[1,5-a]pyridin-5-yl)propan-1-ol FC=1C=CC2=C(CCO2)C1CNC1=NC=C(C=2N1C=NN2)C=2C=1N(C(=CC2)[C@@H](CC)O)N=CN1